N4-Ethyl-N2-[1-(2H3)methyl-3-[2-(2H-1,2,3-triazol-2-yl)propan-2-yl]-1H-pyrazol-5-yl]-5-(trifluoromethyl)pyrimidine-2,4-diamine C(C)NC1=NC(=NC=C1C(F)(F)F)NC1=CC(=NN1C([2H])([2H])[2H])C(C)(C)N1N=CC=N1